2-acetyl-3,4,5-trimethoxyphenol C(C)(=O)C1=C(C=C(C(=C1OC)OC)OC)O